(R)-((2-(6-chloro-1H-pyrrolo[2,3-b]pyridin-4-yl)-6-(3-methylmorpholino)-pyrimidin-4-yl)imino)dimethyl-λ6-sulfanone ClC1=CC(=C2C(=N1)NC=C2)C2=NC(=CC(=N2)N=S(=O)(C)C)N2[C@@H](COCC2)C